[I-].C[N+](CCOC)(C)C N,N,N-trimethyl-N-(2-methoxyethyl)ammonium iodide